C(C)(C)(C)N1N=C(C(=C1CCC)O)CCC 1-tert-Butyl-4-hydroxy-3,5-di-n-propyl-pyrazol